5-(3,4-difluorobenzyl)pyrrolidin-2-one FC=1C=C(CC2CCC(N2)=O)C=CC1F